(S)-6-((1-(5-Cyclopropyl-2-fluorophenyl)ethyl)amino)-3-isopropyl-1,3,5-triazine C1(CC1)C=1C=CC(=C(C1)[C@H](C)NC=1N=CN(CN1)C(C)C)F